NC=1C2=C(N=CN1)C(=CC(=N2)N(C)C2CC2)C=2C(=C(C=CC2C)O)C 3-(4-amino-6-(cyclopropyl(methyl)amino)pyrido[3,2-d]pyrimidin-8-yl)-2,4-dimethylphenol